NC1=NC2=CC=C(C=C2C=N1)C=1C(=C(C=CC1F)NS(=O)(=O)C1=C(C=CC(=C1)Cl)C(F)(F)F)F N-(3-(2-aminoquinazolin-6-yl)-2,4-difluorophenyl)-5-chloro-2-(trifluoromethyl)benzenesulfonamide